5-hydroxymethyl-2-furan-formaldehyde OCC1=CC=C(O1)C=O